4-methylendioxy-benzaldehyde C1OC2=CC=C(C=O)C=C2O1